C(C1=CC=CC=C1)C1=C(C(=NC=C1)Br)C Benzylmethylbromopyridine